tetrahydro-naphthalene diisocyanate [N-]=C=O.[N-]=C=O.C1CCCC2=CC=CC=C12